tert-butyl (2S,4R)-2-((1H-1,2,3-triazol-1-yl)methyl)-4-(5-(3-cyanophenyl)oxazole-2-carboxamido)pyrrolidine-1-carboxylate N1(N=NC=C1)C[C@H]1N(C[C@@H](C1)NC(=O)C=1OC(=CN1)C1=CC(=CC=C1)C#N)C(=O)OC(C)(C)C